N-(trans-3-(5-(5-ethoxypyridin-2-yl)-4-(2-fluorophenyl)-4H-1,2,4-triazol-3-yl)cyclobutyl)-6-oxo-1,6-dihydropyridine-2-carboxamide C(C)OC=1C=CC(=NC1)C=1N(C(=NN1)[C@@H]1C[C@H](C1)NC(=O)C=1NC(C=CC1)=O)C1=C(C=CC=C1)F